3-(4-(pyrrolidin-1-yl)phenyl)-1,2,4-thiadiazole N1(CCCC1)C1=CC=C(C=C1)C1=NSC=N1